niobium-chromium-boron carbon [C].[B].[Cr].[Nb]